C(C1=CC=CC=C1)(=O)OC[C@@H]1CO1 (S)-epoxypropyl benzoate